FC1=C(C=CC=C1)C1CCC(CC1)OC[C@H]1[C@H](CCC2=CC=C(C(N12)=O)C)NS(=O)(=O)C1CC1 |r| rac-N-[(3S,4R)-4-({[(1s,4S)-4-(2-fluorophenyl)cyclohexyl]oxy}methyl)-7-methyl-6-oxo-1,3,4,6-tetrahydro-2H-quinolizin-3-yl]cyclopropanesulfonamide